4-((1R,5S)-3,8-diazabicyclo[3.2.1]octan-3-yl)-6-chloro-8-fluoro-2-(((2S,4R)-4-fluoro-1-methylpyrrolidin-2-yl)methoxy)-7-(3-hydroxynaphthalen-1-yl)quinoline-3-carbonitrile [C@H]12CN(C[C@H](CC1)N2)C2=C(C(=NC1=C(C(=C(C=C21)Cl)C2=CC(=CC1=CC=CC=C21)O)F)OC[C@H]2N(C[C@@H](C2)F)C)C#N